1-(2-methoxyethyl)-2,2-dimethylpiperazine hydrochloride Cl.COCCN1C(CNCC1)(C)C